3-chloro-5-isopropyl-7-[(Z)-2-methoxyvinyl]pyrrolo[2,3-b]pyrazine ClC1=CN=C2C(=N1)N(C=C2\C=C/OC)C(C)C